1-(7-amino-2-azaspiro[5.5]undecan-2-yl)-2-(3-isopropyl-2-(2-methylpyridin-4-yl)-1H-indol-5-yl)-2-methylpropan-1-one NC1C2(CCCN(C2)C(C(C)(C)C=2C=C3C(=C(NC3=CC2)C2=CC(=NC=C2)C)C(C)C)=O)CCCC1